(3,5-bis(((4R,4'R,4''S,5R,5'S)-2,2,2',2',2'',2''-hexamethyl-[4,4':5',4''-ter(1,3-dioxolan)]-5-yl)methoxy)phenyl)methanamine CC1(O[C@@H]([C@@H](O1)[C@@H]1OC(O[C@H]1[C@H]1OC(OC1)(C)C)(C)C)COC=1C=C(C=C(C1)OCC1[C@H](OC(O1)(C)C)C1OC(OC1C1OC(OC1)(C)C)(C)C)CN)C